2-(1-(3-bromo-5-fluoropyridin-2-yl)-3-hydroxypropan-2-yl)phenol BrC=1C(=NC=C(C1)F)CC(CO)C1=C(C=CC=C1)O